C=C(C=CC1=CC=CC=C1)C=C (3-methylenepenta-1,4-dien-1-yl)benzene